O(S(=O)(=O)C(F)(F)F)C=1C=2C(N(C(C1)=O)CCO[Si](C)(C)C(C)(C)C)=CN(N2)C2OCCCC2 4-(2-((tert-butyldimethylsilyl) oxy) ethyl)-5-oxo-2-(tetrahydro-2H-pyran-2-yl)-4,5-dihydro-2H-pyrazolo[4,3-b]Pyridin-7-yl triflate